C(C)OC(CNCC)OCC 2,2-diethoxy-N-ethylethylamine